FC1=C(C(=CC=C1)F)C1=NC=2C(=NNC2C=2C=C(N=C(C2N1)C(F)(F)F)N1CCOCC1)C 4-[8-(2,6-difluorophenyl)-5-methyl-11-(trifluoromethyl)-3,4,7,9,12-pentazatricyclo[8.4.0.02,6]tetradeca-1(10),2(6),4,7,11,13-hexaen-13-yl]morpholine